5-Ethyl-3-fluoro-N'-(((R)-3-methyl-1,2,3,5,6,7-hexahydrodicyclopenta[b,e]pyridin-8-yl)carbamoyl)thiophene-2-sulfonimidamide C(C)C1=CC(=C(S1)S(=O)(N)=NC(NC1=C2C(=NC3=C1CCC3)[C@@H](CC2)C)=O)F